[Pd+2].[Fe](Cl)Cl Iron dichloride palladium(II)